OC1=CC=CNC=C1 5-hydroxyazepin